(racemic)-trans-3-amino-1-(N-(3-amino-2,3-dimethylbutan-2-yl)sulfamoyl)-4-(3-boronopropyl)pyrrolidine-3-carboxylic acid, 2,2,2-trifluoroacetic acid salt FC(C(=O)O)(F)F.N[C@@]1(CN(C[C@H]1CCCB(O)O)S(NC(C)(C(C)(C)N)C)(=O)=O)C(=O)O |r|